5-(3,4-dichlorophenoxy)-N-((4-(trifluoromethoxy)phenyl)sulfonyl)-1H-indole-2-carboxamide ClC=1C=C(OC=2C=C3C=C(NC3=CC2)C(=O)NS(=O)(=O)C2=CC=C(C=C2)OC(F)(F)F)C=CC1Cl